FC=1C=C(C=CC1F)N1C(CC[C@@]1(C)C1=NC2=C(N1[C@@H]1CC[C@H](CC1)OC)C=CC(=C2)C=2C(=NOC2C)C)=O (S)-1-(3,4-difluorophenyl)-5-(5-(3,5-dimethylisoxazol-4-yl)-1-(trans-4-methoxycyclohexyl)-1H-benzo[d]imidazol-2-yl)-5-methylpyrrolidin-2-one